1,3-dichloro-4-(4-fluoro-3-methyl-phenyl)isoquinolin-7-ol ClC1=NC(=C(C2=CC=C(C=C12)O)C1=CC(=C(C=C1)F)C)Cl